C(C)OC(C(C)(C)N1N=C2C(C(=NC=3C=C(C=CC23)C2=CC=NN2C2OCCCC2)N)=C1)=O (4-amino-7-(1-(tetrahydro-2H-pyran-2-yl)-1H-pyrazol-5-yl)-2H-pyrazolo[4,3-c]quinolin-2-yl)-2-methylpropanoic acid ethyl ester